C1(=CC(=CC=2C(=CC(=CC12)C(=O)O)C(=O)O)C(=O)O)C(=O)O naphthalene-1,3,5,7-tetracarboxylic acid